[1,2,4]triazolo[1,5-a]pyridine-5-carboxamide N=1C=NN2C1C=CC=C2C(=O)N